3-t-butyl-4-methoxyphenol C(C)(C)(C)C=1C=C(C=CC1OC)O